2-{7-[(1s,3s)-3-hydroxy-3-methylcyclobutyl]-5,6-dimethyl-7H-pyrrolo[2,3-c]pyridazin-3-yl}-3-methyl-5-(trifluoromethyl)phenol OC1(CC(C1)N1C(=C(C2=C1N=NC(=C2)C2=C(C=C(C=C2C)C(F)(F)F)O)C)C)C